OC1=CC2=C(C=CS2)C=C1 6-hydroxy-benzothiophen